chloromethyl-2,4-diisocyanatobenzene ClCC1=C(C=C(C=C1)N=C=O)N=C=O